C(C)(=O)C1=NN(C2=CC=C(C=C12)C=1C=NC(=NC1)C)CC(=O)N1[C@@H]2C[C@@]2(C[C@H]1C(=O)NCCCCC)C (1R,3S,5R)-2-(2-(3-acetyl-5-(2-methylpyrimidin-5-yl)-1H-indazol-1-yl)acetyl)-5-methyl-N-pentyl-2-azabicyclo[3.1.0]hexane-3-carboxamide